C(C)(C)(C)OC(NC1CCN(CC1)C1=NC=C(C=N1)C1CC1)=O (1-(5-Cyclopropylpyrimidin-2-yl)piperidin-4-yl)carbamic acid tert-butyl ester